2,7-dimethyl-suberic acid CC(C(=O)O)CCCCC(C(=O)O)C